ClCC(=O)C1=CC(=CC=2CC3=CC(=CC=C3C12)Cl)Cl 4-chloroacetyl-2,7-diChlorofluorene